C(CC(O)(C(=O)OCCCCC)CC(=O)OCCCCC)(=O)OCCCCC tri(n-amyl) citrate